COC1=C(C(=CC=C1)OC)S(=O)(=O)NC1=NOC=2C1=C1OCCCC1=C(C2)OC=2OC=CN2 2,6-dimethoxy-N-(5-(oxazol-2-yloxy)-3,4-dihydro-2H-chromeno[8,7-d]isoxazol-9-yl)benzenesulfonamide